4-amino-2-methoxy-1,1'-biphenyl NC1=CC(=C(C=C1)C1=CC=CC=C1)OC